7-((1-fluorocyclopropyl)methyl)-8-methyl-6,7,8,9-tetrahydrooxazolo[5,4-f]isoquinolin-2(3H)-one FC1(CC1)CN1CC2=CC=C3C(=C2CC1C)OC(N3)=O